[Si](C)(C)(C(C)(C)C)O[C@H](COCCCOC=1C=C2C(=NN(C2=CC1)C1OCCCC1)B1OC(C(O1)(C)C)(C)C)C 5-(3-((S)-2-((tert-butyldimethylsilyl)oxy)propoxy)propoxy)-1-(tetrahydro-2H-pyran-2-yl)-3-(4,4,5,5-tetramethyl-1,3,2-dioxaborolan-2-yl)-1H-indazole